C(CCC)C(CCCCCCC)C1=CC=CC=C1 (1-butyloctyl)benzene